COC1=C2C(=NN(C2=CC=C1C(C(C)C)OC)C)N 4-Methoxy-5-(1-methoxy-2-methylpropyl)-1-methyl-1H-indazol-3-amine